(1H-tetrazol-1-yl)benzamide N1(N=NN=C1)C1=C(C(=O)N)C=CC=C1